FC1=CC=C(C=C1)C1=C(CCC(C1)(C)C)C(=O)N1CC(N(CC1)CC=1C=C2CN(C(C2=CC1)=O)C1C(NC(CC1)=O)=O)C(F)(F)F 3-(5-((4-(4'-fluoro-5,5-dimethyl-3,4,5,6-tetrahydro-[1,1'-biphenyl]-2-carbonyl)-2-(trifluoromethyl)piperazin-1-yl)methyl)-1-oxoisoindolin-2-yl)piperidine-2,6-dione